8-(2-fluoro-4-methylphenyl)-9-(4-{[(3S)-pyrrolidin-3-yl]oxy}phenyl)-6,7-dihydro-5H-benzo[7]annulen-3-yl 2,2-dimethylpropanoate hydrochloride salt Cl.CC(C(=O)OC1=CC2=C(C(=C(CCC2)C2=C(C=C(C=C2)C)F)C2=CC=C(C=C2)O[C@@H]2CNCC2)C=C1)(C)C